C(C1=CC=CC=C1)C1=CN=C(S1)NC(=O)C=1N(C=CC1)CC1=CC=NC=C1 N-(5-benzylthiazol-2-yl)-1-(pyridin-4-ylmethyl)-1H-pyrrole-2-carboxamide